BrC1=NC=C(C(=C1)OC)Br 2,5-Dibromo-4-methoxypyridine